5-bromo-3-(2-(3-(4-chlorophenyl)-4-oxothiazolidine-2-ylidene)hydrazono)-1H-indol-2-one BrC=1C=C2C(C(NC2=CC1)=O)=NN=C1SCC(N1C1=CC=C(C=C1)Cl)=O